6-fluoro-3-{1-[4-((S)-2-hydroxymethyl-pyrrolidine-1-carbonyl)-phenyl]-1H-[1,2,3]triazol-4-yl}-1H-quinolin-2-one FC=1C=C2C=C(C(NC2=CC1)=O)C=1N=NN(C1)C1=CC=C(C=C1)C(=O)N1[C@@H](CCC1)CO